SC(CNC(C)=O)(C)C N-(2-mercapto-2-methylpropyl)acetamide